CC(C)([Si](OCCOCCOCCOCCOCC(=O)O)(C1=CC=CC=C1)C1=CC=CC=C1)C 2,2-dimethyl-3,3-diphenyl-4,7,10,13,16-pentaoxa-3-silaoctadecan-18-oic acid